1-(4-(4-((3-chloro-4-(pyridin-3-ylmethoxy)phenyl)amino)-7H-pyrrolo[2,3-d]pyrimidin-5-yl)piperidin-1-yl)prop-2-en-1-one ClC=1C=C(C=CC1OCC=1C=NC=CC1)NC=1C2=C(N=CN1)NC=C2C2CCN(CC2)C(C=C)=O